NCC1=C(C=NC=C1)OC[C@H]1OCC(NC1)=O (6S)-6-({[4-(aminomethyl)pyridin-3-yl]oxy}methyl)morpholin-3-one